difluoromaleate F/C(=C(/C(=O)[O-])\F)/C(=O)[O-]